1-(4-(4-(3,4-difluorobenzoyl)piperazin-1-yl)phenyl)butan-1-one FC=1C=C(C(=O)N2CCN(CC2)C2=CC=C(C=C2)C(CCC)=O)C=CC1F